ClC=1C(N(C(=CC1OCC1=NC(=CC(=C1)C)F)C)C1=CC(=NC(=C1C)C(C)(C)O)C1=NC=CC=C1C)=O (P)-3-chloro-4-((6-fluoro-4-methylpyridin-2-yl)methoxy)-6'-(2-hydroxypropan-2-yl)-3'',5',6-trimethyl-2H-[1,4':2',2''-terpyridin]-2-one